bistrichlorosilyl-dichloromethane lithium [Li].Cl[Si](Cl)(Cl)C(Cl)(Cl)[Si](Cl)(Cl)Cl